FC(CCC(=O)N1CCC2(C(C2)CNC(=O)N2CC=3C=NC=CC3C2)CC1)(F)F N-[[6-(4,4,4-trifluorobutanoyl)-6-azaspiro[2.5]octan-2-yl]methyl]-1,3-dihydropyrrolo[3,4-c]pyridine-2-carboxamide